(S)-3-(8-(2-chloro-4-cyanophenyl)quinolin-5-yl)-2-(2,6-difluoro-4-morpholinobenzoylamino)propionic acid ClC1=C(C=CC(=C1)C#N)C=1C=CC(=C2C=CC=NC12)C[C@@H](C(=O)O)NC(C1=C(C=C(C=C1F)N1CCOCC1)F)=O